FC=1C=C(C(=O)NCC2CCC(CC2)N2N=C3C=C(C=CC3=C2)C=2C=NC=C(C2)C(C)(C)O)C=C(C1O)F 3,5-difluoro-4-hydroxy-N-{[(1r,4r)-4-{6-[5-(2-hydroxypropan-2-yl)pyridin-3-yl]-2H-indazol-2-yl}cyclohexyl]methyl}benzamide